(2-amino-3-(3-(4-(((2-oxoazepan-3-yl)amino)methyl)benzyl)isoxazol-5-yl)pyridin-1-ium-1-yl)methyl hydrogen phosphate P(=O)(OC[N+]1=C(C(=CC=C1)C1=CC(=NO1)CC1=CC=C(C=C1)CNC1C(NCCCC1)=O)N)(O)[O-]